2-chloro-6-fluoro-benzyl bromide ClC1=C(CBr)C(=CC=C1)F